1-isopropyl-3-(4-(4,4,5,5-tetramethyl-1,3,2-dioxaborolan-2-yl)phenyl)pyrrolidine hafnium dichloride [Cl-].[Cl-].[Hf+2].C(C)(C)N1CC(CC1)C1=CC=C(C=C1)B1OC(C(O1)(C)C)(C)C